C(C)(C)(C1=CC=CC=C1)C(=O)C(C)(C)C1=CC=CC=C1 cumylketone